C(#N)C1=C(C=CC=C1)C1(CC1)C(=O)NC(C(=O)O)CCN(CCCCC1=NC=2NCCCC2C=C1)CC(CF)OC 2-[[1-(2-cyanophenyl)cyclopropanecarbonyl]amino]-4-[[3-fluoro-2-methoxy-propyl]-[4-(5,6,7,8-tetrahydro-1,8-naphthyridin-2-yl)butyl]amino]butanoic acid